ClC1=C(C=C2C(=C(N(C2=C1F)C)C1=NC(=NN1)CCOC)N1C=NC=C1)OC 6-chloro-7-fluoro-3-(1H-imidazol-1-yl)-5-methoxy-2-(3-(2-methoxyethyl)-1H-1,2,4-triazol-5-yl)-1-methyl-1H-indole